FC(C12CCC(CC1)(CC2)N)(F)F 4-(trifluoromethyl)bicyclo[2.2.2]octan-1-amine